ClC1=C(C(=O)NCCNCC(N[C@H]2CNCC2)=O)C=CC(=C1)NC=1C=2N(C=CN1)C(=CN2)C=2C(=NN(C2)CC(F)F)C(F)(F)F (R)-2-chloro-4-((3-(1-(2,2-difluoroethyl)-3-(trifluoromethyl)-1H-pyrazol-4-yl)imidazo[1,2-a]pyrazin-8-yl)amino)-N-(2-((2-oxo-2-(pyrrolidin-3-ylamino)ethyl)amino)ethyl)benzamide